C(CCCCCCC\C=C/CCCCCCCC)(=O)OC(CN1CC(C1)CN(C)C)COC(CCCCCCCCCCCCCCC)=O 2-(oleoyloxy)-3-(palmitoyloxy)propyl-3-((dimethylamino)methyl)azetidine